bis-fluoro ethylene carbonate C(O)(O)=O.FC=CF